(S)-3-(4,4'-difluoro-2',5,6'-trimethyl-[1,1'-biphenyl]-3-yl)-3-((S)-2-(3-(difluoromethyl)-5-(2-(dimethylamino)ethyl)-2-oxopyridin-1(2H)-yl)-4-methylpentanamido)propanoic acid FC1=C(C=C(C=C1C)C1=C(C=C(C=C1C)F)C)[C@H](CC(=O)O)NC([C@H](CC(C)C)N1C(C(=CC(=C1)CCN(C)C)C(F)F)=O)=O